d-glucopyranosylamine C1([C@H](O)[C@@H](O)[C@H](O)[C@H](O1)CO)N